tert-Butyl 7-(6-chloro-3-(((2-ethoxy-2-oxoethoxy)carbonyl)amino)-1H-pyrazolo[4,3-c]pyridyl)-6-methoxy-2,3-dihydro-4H-benzo[b][1,4]oxazine-4-carboxylate ClC1=CC2=C(C=N1)C(=NN2C=2C(=CC1=C(OCCN1C(=O)OC(C)(C)C)C2)OC)NC(=O)OCC(=O)OCC